2-(2-(4-phenylindoline-1-carbonyl)-6,7-dihydrothiazolo[5,4-c]pyridin-5(4H)-yl)acetic acid C1(=CC=CC=C1)C1=C2CCN(C2=CC=C1)C(=O)C=1SC=2CN(CCC2N1)CC(=O)O